methyl (2S,4R)-4-cyclohexyl-1-((4-phenoxybenzoyl)glycyl)pyrrolidine-2-carboxylate C1(CCCCC1)[C@H]1C[C@H](N(C1)C(CNC(C1=CC=C(C=C1)OC1=CC=CC=C1)=O)=O)C(=O)OC